FC(S(=O)(=O)N1C(=O)C2=CC3=CC=CC=C3C=C2C1=O)(F)F N-(trifluoromethylsulfonyl)naphthalene-2,3-dicarboximide